OC=1C=CC2=C(C(CO2)=O)C1 5-hydroxybenzofuran-3(2H)-one